O=CCOC1CCN(CC1)C(=O)OC(C)(C)C tert-butyl 4-(2-oxoethoxy)piperidine-1-carboxylate